2-ethylhexyl hydroxystearate CCCCCCC(CCCCCCCCCCC(=O)OCC(CC)CCCC)O